1-aminoethyl-3-methylimidazole bis(trifluoromethanesulfonyl)imide salt [N-](S(=O)(=O)C(F)(F)F)S(=O)(=O)C(F)(F)F.NC(C)C1=NC=CN1C